CC1=CC(=NN1CC(=O)N1CCC(CC1)C=1SC=C(N1)C1=NO[C@@H](C1)C1=CC=CC=C1)C(F)(F)F 2-[5-methyl-3-(trifluoromethyl)-1H-pyrazol-1-yl]-1-(4-{4-[(5S)-5-phenyl-4,5-dihydro-1,2-oxazol-3-yl]-1,3-thiazol-2-yl}piperidin-1-yl)ethanone